ClC=1C=C(C=C2C(=NC=NC12)N[C@@H](C)C1=NC=NN1C=1SC(=CN1)C#N)S(=O)(=O)C(F)(F)F 2-[5-[(1S)-1-[[8-chloro-6-(trifluoromethylsulfonyl)quinazolin-4-yl]amino]ethyl]-1,2,4-triazol-1-yl]thiazole-5-carbonitrile